N[C@@H]1CN(CCC1)C1=C2C(=NC=C1C1=C(N=C(S1)C1=C(C=CC=C1F)F)C(=O)N)C=CS2 {7-[(3S)-3-aminopiperidin-1-yl]thieno[3,2-b]pyridin-6-yl}-2-(2,6-difluorophenyl)-1,3-thiazole-4-carboxamide